4-(2,4,6-trimethyl-phenyl)-5-isoxazoleethanol CC1=C(C(=CC(=C1)C)C)C=1C=NOC1CCO